S1C=CC(C2=CC=CC=C12)=O Thiochromen-4-one